ammonium phosphate-melamine ethyl-(R)-1-(3-aminochroman-7-yl)piperidine-4-carboxylate C(C)OC(=O)C1CCN(CC1)C1=CC=C2C[C@H](COC2=C1)N.N1=C(N)N=C(N)N=C1N.P(=O)([O-])([O-])[O-].[NH4+].[NH4+].[NH4+]